1-[(2-ethyl-1H-imidazol-1-yl)methyl]-4-propylpyrrolidin-2-one C(C)C=1N(C=CN1)CN1C(CC(C1)CCC)=O